L-2-amino-1,3,4-thiadiazole NC=1SC=NN1